S1C(=NC2=C1C=CC=C2)NC2=C(C=C(N=N2)N(C)C=2SC(=C(N2)C(=O)O)N2CC(C2)O)C ({6-[(1,3-benzothiazol-2-yl)amino]-5-methylpyridazin-3-yl}(methyl)amino)-5-(3-hydroxyazetidin-1-yl)-1,3-thiazole-4-carboxylic acid